ClC=1C=C(C=CC1)C1=NC(=CC(N1)=O)C(F)(F)F 2-(3-chlorophenyl)-6-(trifluoromethyl)pyrimidin-4(3H)-one